4-methoxyphenyl-(phenyl)iodonium tetrafluoroborate F[B-](F)(F)F.COC1=CC=C(C=C1)[I+]C1=CC=CC=C1